FC=1C=C(C=CC1)C=1CC[C@@H](CC1)OC[C@@H]1N(CCC[C@@H]1C1=NNC=C1C)C(=O)OC methyl (CIS)-2-((((S)-3'-fluoro-2,3,4,5-tetrahydro-[1,1'-biphenyl]-4-yl)oxy)methyl)-3-(4-methyl-1H-pyrazol-3-yl)piperidine-1-carboxylate